(4-Cyclopropylphenyl)-2-[4-([1,2,4]triazolo[1,5-a]pyridin-7-yl)imidazol-1-yl]acetamide C1(CC1)C1=CC=C(C=C1)C(C(=O)N)N1C=NC(=C1)C1=CC=2N(C=C1)N=CN2